N-(4-fluoro-2-methoxyphenyl)-2-(1-(4-(5-(trifluoromethyl)-1,2,4-oxadiazol-3-yl)phenyl)-1H-imidazol-4-yl)acetamide FC1=CC(=C(C=C1)NC(CC=1N=CN(C1)C1=CC=C(C=C1)C1=NOC(=N1)C(F)(F)F)=O)OC